2-chloro-1-[4-[5-methyl-1-[4-(trifluoromethoxy)phenyl]pyrazol-3-yl]-1-piperidyl]ethanone ClCC(=O)N1CCC(CC1)C1=NN(C(=C1)C)C1=CC=C(C=C1)OC(F)(F)F